[1-[4-[methyl(tetrahydropyran-4-yl)amino]-5-oxido-6,7-dihydro-thieno[3,2-d]pyrimidin-5-ium-2-yl]azetidin-3-yl] 1-ethylpyrazole-3-carboxylate C(C)N1N=C(C=C1)C(=O)OC1CN(C1)C=1N=C(C2=C(N1)CC[S+]2[O-])N(C2CCOCC2)C